Prop-2-yn-1-yl 4-amino-3-chloro-5-fluoro-6-(7-fluoro-1H-indol-6-yl)pyridine-2-carboxylat NC1=C(C(=NC(=C1F)C1=CC=C2C=CNC2=C1F)C(=O)OCC#C)Cl